BrC1=CC=C(C=C1)N1C(C2=CC=CC=C2CC1)C#CC1=CC=CC=C1 2-(4-bromophenyl)-1-(phenylethynyl)-1,2,3,4-tetrahydroisoquinoline